(2-(2-(2-(2-aminoethoxy)ethoxy)ethoxy)ethyl)-5-((6-((((3-(6-hydroxy-3-oxoisoindolin-1-yl)-1H-indol-2-yl)methyl)amino)methyl)-1H-indol-1-yl)methyl)thiophene-2-carboxamide NCCOCCOCCOCCC1=C(SC(=C1)CN1C=CC2=CC=C(C=C12)CNCC=1NC2=CC=CC=C2C1C1NC(C2=CC=C(C=C12)O)=O)C(=O)N